COC=1C=C(C=CC1OC)C1=CC=NC=2N1N=C(C2)C(=O)NC2=CC=C(C(=O)OC)C=C2 methyl 4-(7-(3,4-dimethoxyphenyl)pyrazolo[1,5-a]pyrimidine-2-carboxamido)benzoate